OCCN(CCNCCC(=O)N)C 3-((2-((2-hydroxyethyl)(methyl)amino)ethyl)amino)propanamide